(3R)-2-[4-(1,3-benzoxazol-2-yl)-5-hydroxy-1-methyl-6-oxopyrimidin-2-yl]-3-phenyl-1,3-dihydroisoindole-5-carboxylic acid O1C(=NC2=C1C=CC=C2)C=2N=C(N(C(C2O)=O)C)N2CC1=CC=C(C=C1[C@H]2C2=CC=CC=C2)C(=O)O